N-(6-(5-chloro-6-fluoro-7-((2-methoxyethyl)amino)-1H-indazol-4-yl)imidazo[1,2-a]pyrazin-2-yl)-2-fluorocyclopropane-1-carboxamide ClC=1C(=C2C=NNC2=C(C1F)NCCOC)C=1N=CC=2N(C1)C=C(N2)NC(=O)C2C(C2)F